1-(2,6-difluoro-4-methoxyphenyl)guanidine terephthalate C(C1=CC=C(C(=O)O)C=C1)(=O)O.FC1=C(C(=CC(=C1)OC)F)NC(=N)N